O1C(=CC=C1)P(C=1[C-](C=CC1)[C@@H](C)P(C(C)(C)C)C(C)(C)C)C=1OC=CC1.[CH-]1C=CC=C1.[Fe+2] (R)-1-[(S)-2-(di-2-furylphosphino)ferrocenyl]ethyl-di-tert-butylphosphine